N1C(=NC=C1)CNCC1=C(C=C(C=C1OC)C=1C(=C(C=CC1)C1=C(C(=CC=C1)NC(=O)C=1C(N(C(NC1)=O)C)=O)C)C)F N-(4''-((((1H-imidazol-2-yl)methyl)amino)methyl)-3''-fluoro-5''-methoxy-2,2'-dimethyl-[1,1':3',1''-terphenyl]-3-yl)-3-methyl-2,4-dioxo-1,2,3,4-tetrahydropyrimidine-5-carboxamide